5-((2,6-diethyl-3,4-dihydroquinolin-1(2H)-yl)sulfonyl)-2-(2-(methylsulfanyl)ethoxy)benzoic acid methyl ester COC(C1=C(C=CC(=C1)S(=O)(=O)N1C(CCC2=CC(=CC=C12)CC)CC)OCCSC)=O